1-cyclopropyl-6-fluoro-1,4-dihydro-4-oxo-7-(4-ethyl-1-piperazinyl)-3-quinolinecarboxylic acid ethyl ester C(C)OC(=O)C1=CN(C2=CC(=C(C=C2C1=O)F)N1CCN(CC1)CC)C1CC1